3-fluoro-5-methoxyaniline FC=1C=C(N)C=C(C1)OC